ClC1=CC=C(C(C(=O)NCCCCCCCC(=O)O)=C1)O N-(5-chlorosalicyloyl)-8-aminocaprylic acid